N-(5-(4-methylpiperazin-1-yl)-2-morpholinooxazolo[4,5-b]pyridin-6-yl)-2-(2-methylpyridin-4-yl)oxazole-4-carboxamide Methyl-4,6-dichloropyrimidine-2-carboxylate COC(=O)C1=NC(=CC(=N1)Cl)Cl.CN1CCN(CC1)C1=C(C=C2C(=N1)N=C(O2)N2CCOCC2)NC(=O)C=2N=C(OC2)C2=CC(=NC=C2)C